CC1=CNC2=CC(=CC=C12)C(=O)N1[C@@H](C=2N(CC1)C(=NN2)C2=NC(=NS2)C)C (R)-(3-methyl-1H-indole-6-yl)(8-methyl-3-(3-methyl-1,2,4-thiadiazole-5-yl)-5,6-dihydro-[1,2,4]triazolo[4,3-a]pyrazin-7(8H)-yl)methanone